3-{(5RS)-5-[2-chloro-4-(prop-1-en-2-yl)benzyl]-5,6-dihydro-4H-1,2,4-oxadiazin-3-yl}-2-(3-cyclopropylphenoxy)pyrrolo[1,2-b]pyridazine ClC1=C(C[C@H]2NC(=NOC2)C2=CC=3N(N=C2OC2=CC(=CC=C2)C2CC2)C=CC3)C=CC(=C1)C(=C)C |r|